methyl N-[[5-[1-(2,6-difluoro-4-formylphenyl) 1H-pyrazol-3-yl]-2-methylphenyl]methyl]carbamate FC1=C(C(=CC(=C1)C=O)F)N1N=C(C=C1)C=1C=CC(=C(C1)CNC(OC)=O)C